5-Chloro-N-(4,5-dihydro-1H-imidazol-2-yl)-2,1,3-benzothiadiazole-4-amine monohydrochloride Cl.ClC1=C(C=2C(=NSN2)C=C1)NC=1NCCN1